1-(3-amino-1-(4-((6-amino-9H-purin-9-yl)methyl)-6'-chloro-5'-fluoro-[2,2'-bipyridinyl]-5-yl)piperidin-3-yl)-2,2-difluoroethan-1-ol NC1(CN(CCC1)C=1C(=CC(=NC1)C1=NC(=C(C=C1)F)Cl)CN1C2=NC=NC(=C2N=C1)N)C(C(F)F)O